tert-butyl 6-(pyrrolidin-3-yl)-3,6-diazabicyclo[3.1.0]hexane-3-carboxylate N1CC(CC1)N1C2CN(CC12)C(=O)OC(C)(C)C